C(CCCCCCCCCC(CCCCCCCCCC=C)(C(=O)O)C(=O)O)C(=O)O docosan-21-ene-1,11,11-tricarboxylic acid